C1=CC=CC=2C3=CC=CC=C3C(C12)COC(=O)NC(C(=O)O)(C)C1CC1 ((((9H-fluoren-9-yl)methoxy)carbonyl)amino)-2-cyclopropylpropionic acid